C(C)(C)(C)OC(=O)N1C[C@H](CC1)[C@@H](C(=O)OC(C)(C)C)CC=1C=NC=C(C1)OCCN (3R)-3-[(2S)-3-[5-(2-aminoethoxy)pyridin-3-yl]-1-(tert-butoxy)-1-oxopropan-2-yl]pyrrolidine-1-carboxylic acid tert-butyl ester